FC1(CC=2C=C(C=NC2CC1)C(=O)NC(CC1=CC=CC=C1)(CC(F)(F)F)C)F 6,6-difluoro-N-(4,4,4-trifluoro-2-methyl-1-phenylbutan-2-yl)-5,6,7,8-tetrahydroquinoline-3-carboxamide